NCCNCCN Diethylentri-amin